C(C)(C)(C)OC(C(C)(C1OC2=CC=C(C=C2CC1)Br)ON)=O 2-(aminooxy)-2-(6-bromochroman-2-yl)propionic acid tert-butyl ester